3,3-dimethyl-1-[5-methyl-1-[4-(trifluoromethoxy)phenyl]pyrazol-3-yl]piperazine CC1(CN(CCN1)C1=NN(C(=C1)C)C1=CC=C(C=C1)OC(F)(F)F)C